2,3,4,5,6-penta(9-carbazolyl)-benzonitrile C1=CC=CC=2C3=CC=CC=C3N(C12)C1=C(C#N)C(=C(C(=C1N1C2=CC=CC=C2C=2C=CC=CC12)N1C2=CC=CC=C2C=2C=CC=CC12)N1C2=CC=CC=C2C=2C=CC=CC12)N1C2=CC=CC=C2C=2C=CC=CC12